N-(2-chloro-4-fluoro-3-((5-fluoro-3-methyl-4-oxo-3,4-dihydroquinazolin-6-yl)amino)phenyl)-3-Fluoroazetidine-1-sulfonamide trifluoroacetate salt FC(C(=O)O)(F)F.ClC1=C(C=CC(=C1NC=1C(=C2C(N(C=NC2=CC1)C)=O)F)F)NS(=O)(=O)N1CC(C1)F